Diisopropylbenzol hydroperoxid [O-]O.C(C)(C)C1=C(C=CC=C1)C(C)C